N-[5-fluoro-2-(1-piperidinyl)phenyl]isonicotinthioamide FC=1C=CC(=C(C1)NC(C1=CC=NC=C1)=S)N1CCCCC1